CN(CC(=O)NC1=NC=NC(=C1)NCC1=CC=C(C=C1)OC)C 2-(dimethylamino)-N-(6-{[(4-methoxyphenyl)methyl]amino}pyrimidin-4-yl)acetamide